(3,5-difluoro-4-hydroxyphenyl)boric acid FC=1C=C(C=C(C1O)F)OB(O)O